1-phenyl-3-(trifluoromethyl)-1H-pyrazol-5-ol C1(=CC=CC=C1)N1N=C(C=C1O)C(F)(F)F